(S)-quinuclidin-3-yl (5-(5-isopropyl-2-methoxyphenyl)-2,2-dimethyl-2,3-dihydro-1H-inden-1-yl)carbamate C(C)(C)C=1C=CC(=C(C1)C=1C=C2CC(C(C2=CC1)NC(O[C@@H]1CN2CCC1CC2)=O)(C)C)OC